(E)-4-((2-aminomethyl-3-fluoroallyl)oxy)-N-(pyridin-2-ylmethyl)benzamide trifluoroacetate FC(C(=O)O)(F)F.NC/C(/COC1=CC=C(C(=O)NCC2=NC=CC=C2)C=C1)=C\F